F\C(=C/C(=O)NC1=CC=C(C=C1)Cl)\N1C=CC2=CC=CC=C12 (Z)-3-fluoro-N-(4-chlorophenyl)-3-indol-1-yl-acrylamide